[Ho].COCCOCCC (1-(2-methoxyethoxy)propane) holmium